2-(4-cyclopropyl-6-methoxypyrimidin-5-yl)-N-(4-(6-(trifluoromethyl)pyridin-2-yl)benzyl)-7H-purin-6-amine C1(CC1)C1=NC=NC(=C1C1=NC(=C2NC=NC2=N1)NCC1=CC=C(C=C1)C1=NC(=CC=C1)C(F)(F)F)OC